(S)-8-(5-chloro-3-fluoropyridin-2-yl)-5-(1-(4-chlorophenyl)ethyl)-2-(2,2-difluoroethyl)-2,5,8-triazaspiro[3.5]nonane-6,9-dione ClC=1C=C(C(=NC1)N1CC(N(C2(CN(C2)CC(F)F)C1=O)[C@@H](C)C1=CC=C(C=C1)Cl)=O)F